6-{5-chloro-2-[(Oxan-4-yl)amino]pyrimidin-4-yl}-2-[2-(1-methyl-2,3,4,5-tetrahydro-1H-3-benzazepin-3-yl)-2-oxoethyl]-2,3-dihydro-1H-isoindol-1-one ClC=1C(=NC(=NC1)NC1CCOCC1)C1=CC=C2CN(C(C2=C1)=O)CC(=O)N1CCC2=C(C(C1)C)C=CC=C2